(R)-butyl 4-(4-cyclopropyl-1H-imidazol-1-yl)-5-(3-methylmorpholino)picolinate C1(CC1)C=1N=CN(C1)C1=CC(=NC=C1N1[C@@H](COCC1)C)C(=O)OCCCC